5-(5-ethylfuran-2-yl)-4-hydroxy-2,6-dimethylpyridine-3-carboxamide C(C)C1=CC=C(O1)C=1C(=C(C(=NC1C)C)C(=O)N)O